C1(=CC=CC=C1)P(=O)(C1=CC=CC=C1)C(C(C)P(C1=CC=CC=C1)C1=CC=CC=C1)C (2-(Diphenylphosphoryl)-1-methylpropyl)-diphenylphosphan